C(C1=CC=CC=C1)(=O)NC(=O)C=1N(C(N2C1CN(CC2)C(C2=CC(=C(C=C2)Br)Cl)=O)=O)C=2C=C1C=CN(C1=CC2)C N-benzoyl-7-(4-bromo-3-chloro-benzoyl)-2-(1-methylindol-5-yl)-3-oxo-6,8-dihydro-5H-imidazo[1,5-a]pyrazine-1-carboxamide